C1(CCCCC1)N1C=C(C=2C1=NC=C(C2)C(C(=O)N)=C)C (1-cyclohexyl-3-methyl-1H-pyrrolo[2,3-b]pyridin-5-yl)acrylamide